3-Fluoro-N-methyl-2-[3-[(trans)-2-[5-(pyrrolidin-1-ylmethyl)-2-pyridinyl]vinyl]-1-tetrahydropyran-2-ylindol-6-yl]sulfanylbenzamide FC=1C(=C(C(=O)NC)C=CC1)SC1=CC=C2C(=CN(C2=C1)C1OCCCC1)\C=C\C1=NC=C(C=C1)CN1CCCC1